Methyl 4-((2S)-4-hydroxy-4-(3-hydroxypropyl)piperidin-2-yl)benzoate OC1(C[C@H](NCC1)C1=CC=C(C(=O)OC)C=C1)CCCO